FC1(CCN(CC1)C1=NC(=NC=C1)OC)C(=O)N1CCOC2=C(C1)C=NC=C2C#N 4-[4-fluoro-1-(2-methoxypyrimidin-4-yl)piperidine-4-carbonyl]-3,5-dihydro-2H-pyrido[3,4-f][1,4]oxazepine-9-carbonitrile